hexylfurandicarboxylate C(CCCCC)OC(=O)C=1OC=CC1C(=O)[O-]